CN(C(=O)C1C2CNCC12)C N,N-dimethyl-3-azabicyclo[3.1.0]hexane-6-carboxamide